(3-butyl-2-hexyl-6-(9-mercaptononyl)cyclohexyl)decane-1-thiol C(CCC)C1C(C(C(CC1)CCCCCCCCCS)C(CCCCCCCCC)S)CCCCCC